(E)-3-(6-aminopyridin-3-yl)-N-((5-(5-(3-hydroxy-3-methylazetidin-1-carbonyl)pyridin-2-yl)-7-(trifluoromethyl)benzofuran-2-yl)methyl)acrylamide NC1=CC=C(C=N1)/C=C/C(=O)NCC=1OC2=C(C1)C=C(C=C2C(F)(F)F)C2=NC=C(C=C2)C(=O)N2CC(C2)(C)O